4-methyl-6-[1-methyl-4-[[2-(2-morpholinoethoxy)phenyl]methyl]pyrazol-3-yl]pyrimidin-2-amine CC1=NC(=NC(=C1)C1=NN(C=C1CC1=C(C=CC=C1)OCCN1CCOCC1)C)N